FC1=CC=C(C=C1)NC(=O)[C@@H]1N(CCCC1)CC1=NC=CC=C1 (2R)-N-(4-fluorophenyl)-1-(2-pyridylmethyl)piperidine-2-carboxamide